S1N=C(C=C1)C1=C2C=CC(=CC2=CC=C1)C(=O)OC methyl 5-(isothiazol-3-yl)-2-naphthoate